CC=1C(=C(C=CC1)C(C1=CC=CC=C1)=[Hf](C1C2=CC=C(C=C2C=2C=C(C=CC12)C(C)(C)C)C(C)(C)C)C1C=CC=C1)C dimethyl-diphenylmethylene(cyclopentadienyl)(3,6-di-tert-butyl-fluoren-9-yl)hafnium